C(CCCCCCCCCCCC(C)C)S(=O)(=O)[O-] isopentdecyl-sulfonate